((1r,4r)-4-methoxycyclohexyl)-6-(1,3,4-oxadiazol-2-yl)pyridinecarboxamide COC1CCC(CC1)C=1C(=NC(=CC1)C=1OC=NN1)C(=O)N